(2S)-3-hydroxy-2-((8-hydroxy-1,4-dioxo-1,4-dihydronaphthalen-2-yl)amino)butanoic acid methyl ester COC([C@H](C(C)O)NC=1C(C2=C(C=CC=C2C(C1)=O)O)=O)=O